methyl (S)-2-cinnamamido-3-cyclopropylpropanoate C(C=CC1=CC=CC=C1)(=O)N[C@H](C(=O)OC)CC1CC1